ClC1=CC(=C(C=C1)C1(OC2=C(C=CC=C2C=C1)C1CCNCC1)[2H])OC([2H])([2H])[2H] 4-(2-(4-Chloro-2-(methoxy-d3)phenyl)-2H-chromen-8-yl-2-d)piperidine